N-(2,6-difluoro-3-(5-(2-((2-hydroxy-ethyl)amino)-pyrimidin-5-yl)-1H-pyrrolo[2,3-b]pyridine-3-carbonyl)phenyl)-propane-1-sulfonamide FC1=C(C(=CC=C1C(=O)C1=CNC2=NC=C(C=C21)C=2C=NC(=NC2)NCCO)F)NS(=O)(=O)CCC